P(O)(O)OC(C(C(OP(O)O)(CCCCCCCCCCCCC)C1=CC=CC=C1)(C(OP(O)O)(CCCCCCCCCCCCC)C1=CC=CC=C1)C(OP(O)O)(CCCCCCCCCCCCC)C1=CC=CC=C1)(CCCCCCCCCCCCC)C1=CC=CC=C1 tetraphenyl-(tetra(tridecyl))pentaerythritol tetraphosphite